C(C)(=O)N1CCC2(CC(C(N2)=O)CC(CO)NC([C@H](CC(C)C)NC(OCC2CCC(CC2)(F)F)=O)=O)CC1 (4,4-Difluorocyclohexyl)methyl ((2S)-1-((1-(8-acetyl-2-oxo-1,8-diazaspiro[4.5]decan-3-yl)-3-hydroxypropan-2-yl)amino)-4-methyl-1-oxopentan-2-yl)carbamate